FC1=C(C=CC=C1)C=1N=C2N(N1)CCC2 2-fluorophenyl-6,7-dihydro-5H-pyrrolo[1,2-b][1,2,4]triazole